(((4-hydroxycyclohexyl)methyl)azanediyl)bis(hexane-6,1-diyl) bis(2-hexyldecanoate) C(CCCCC)C(C(=O)OCCCCCCN(CCCCCCOC(C(CCCCCCCC)CCCCCC)=O)CC1CCC(CC1)O)CCCCCCCC